3,3-Difluoro-1-azaspiro[4.4]nonane-4-ol FC1(CNC2(C1O)CCCC2)F